(phenylmethyloxy)-4-(3-methoxyazetidin-1-yl)quinoline-2-carboxylic acid ethyl ester C(C)OC(=O)C1=NC2=CC=CC=C2C(=C1OCC1=CC=CC=C1)N1CC(C1)OC